BrC1=CC=C(C(=N1)C(=O)O)N[C@H](C)C=1C=C(C=C2C(C(=C(OC12)C1=CC=CC=C1)C)=O)C 6-Bromo-3-[[(1R)-1-(3,6-dimethyl-4-oxo-2-phenyl-chromen-8-yl)ethyl]amino]-pyridine-2-carboxylic acid